rac-2,2,2-trifluoroethyl 2-((2S,5S)-2-(4-fluorophenyl)-4-methoxy-5-methylpiperidin-1-yl)-2-oxoacetate 2,2,2-Trifluoroethyl-2-chloro-2-oxo-acetate FC(COC(C(=O)Cl)=O)(F)F.FC1=CC=C(C=C1)[C@H]1N(C[C@@H]([C@@H](C1)OC)C)C(C(=O)OCC(F)(F)F)=O |&1:22|